Aminopropyl-Zinc NCCC[Zn]